NCCC[Si](OCC)(OCC)OCC 3-(amino)propyltriethoxysilane